C1(CCC1)CCNC1C(N2C3=C(C(=C(C(=C3C1)F)N1CC(NS1(=O)=O)=O)O)CC2)=O 5-(5-((2-cyclobutylethyl)amino)-7-fluoro-9-hydroxy-4-oxo-1,2,5,6-tetrahydro-4H-pyrrolo[3,2,1-ij]quinolin-8-yl)-1,2,5-thiadiazol-3-one-1,1-dioxide